The molecule is a monocarboxylic acid that is propanoic acid substituted at C-3 by a 2-methoxyethoxy group. It has a role as a metabolite. It is a monocarboxylic acid and an ether. COCCOCCC(=O)O